8-azabicyclo[6.3.2]tridecane C12CCCCCCN(CCC1)CC2